C(C)OC(/C=C\1/C(CN(CC1)C)C)=O.SCCCSCC(CSCCCS)SCCCS 1,2,3-tris(3'-mercaptopropyl-thio)propane ethyl-(2e)-2-(1,3-dimethyl-4-piperidylidene)acetate